NCC1=CC(=C(CNC2=NC=NC(=C2)OCC=2N=C3N(C=C(C=C3)C3CC3)C2)C(=C1)C)C N-(4-(aminomethyl)-2,6-dimethylbenzyl)-6-((6-cyclopropylimidazo[1,2-a]pyridin-2-yl)methoxy)pyrimidin-4-amine